((5-bromo-1-ethoxypentyl)oxy)triethylsilane BrCCCCC(OCC)O[Si](CC)(CC)CC